1-(5-cyanopyridin-2-yl)-N-(2-(difluoromethoxy)pyridin-3-yl)-3-(2-isopropylphenyl)azetidine-3-carboxamide tert-butyl-N-tert-butoxycarbonyl-N-(4,6-dichloropyrimidin-2-yl)carbamate C(C)(C)(C)OC(N(C1=NC(=CC(=N1)Cl)Cl)C(=O)OC(C)(C)C)=O.C(#N)C=1C=CC(=NC1)N1CC(C1)(C(=O)NC=1C(=NC=CC1)OC(F)F)C1=C(C=CC=C1)C(C)C